ClC1=CC=C(CN2CCN(C3=CC=CC=C23)C(CCN2CCCCC2)=O)C=C1 1-(4-(4-chlorobenzyl)-3,4-dihydroquinoxaline-1(2H)-yl)-3-(piperidin-1-yl)propan-1-one